2-(1-propionylindol-5-yl)-N-(pyridin-3-ylmethyl)pyrimidine-5-carboxamide C(CC)(=O)N1C=CC2=CC(=CC=C12)C1=NC=C(C=N1)C(=O)NCC=1C=NC=CC1